(E)-6-(4-(2-(4-chloro-2-fluorophenyl)-1-(1H-indazol-5-yl)but-1-enyl)phenoxy)hexanoic acid ClC1=CC(=C(C=C1)/C(=C(/C=1C=C2C=NNC2=CC1)\C1=CC=C(OCCCCCC(=O)O)C=C1)/CC)F